sodium thiamalate S(C(O)CC(=O)[O-])(=O)[O-].[Na+].[Na+]